CC1(OC[C@H](N1C(=O)OC(C)(C)C)COS(=O)(=O)C1=CC=C(C)C=C1)C tert-butyl (S)-2,2-dimethyl-4-((tosyloxy)methyl)oxazolidine-3-carboxylate